((2s,5r)-5-((5-(cyclopropylmethyl)-7H-pyrrolo[2,3-d]pyrimidin-4-yl)amino)-2-methylpiperidin-1-yl)-4-(dimethylamino)but-2-en-1-one C1(CC1)CC1=CNC=2N=CN=C(C21)N[C@@H]2CC[C@@H](N(C2)C(C=CCN(C)C)=O)C